CN(C1=NC(=CC2=CC=CC=C12)C1=CC=C(C=C1)CC)C N,N-dimethyl-3-(p-ethylphenyl)isoquinolin-1-amine